ClC=1C=NC(=NC1)N[C@@H]1C[C@@H]2CN([C@H]1C2)C(=O)C2=C(C(=CC=C2)F)C2=NC=CC=N2 ((1S,4S,6R)-6-((5-chloropyrimidin-2-yl)amino)-2-azabicyclo[2.2.1]hept-2-yl)(3-fluoro-2-(pyrimidin-2-yl)phenyl)methanone